Ethyl 3-(3-(6-((2-ethoxy-2-oxoethyl)sulfonyl)-1-(3-(2-fluoro-5-((6-fluoro-4-formyl-1H-benzo[d]imidazol-5-yl)oxy)phenyl)-1H-pyrazol-1-yl)-5,5-dimethylhexyl)phenyl)propanoate C(C)OC(CS(=O)(=O)CC(CCCC(N1N=C(C=C1)C1=C(C=CC(=C1)OC1=C(C2=C(NC=N2)C=C1F)C=O)F)C=1C=C(C=CC1)CCC(=O)OCC)(C)C)=O